FC(C(=O)O)(F)F.FC=1C=C(C=CC1F)C=1C=C2C(=NC1)C=NN2CC2=NC=CC=C2 6-(3,4-Difluorophenyl)-1-(2-pyridylmethyl)pyrazolo[4,3-b]pyridine trifluoroacetate Salt